tri(n-hexyl)tetradecylphosphonium chloride [Cl-].C(CCCCC)[P+](CCCCCCCCCCCCCC)(CCCCCC)CCCCCC